ethyl 6-chloro-5-fluoro-4-[(2,2,2-trichloroacetyl)carbamoylamino]pyridine-3-carboxylate ClC1=C(C(=C(C=N1)C(=O)OCC)NC(NC(C(Cl)(Cl)Cl)=O)=O)F